8-chloro-2H-phthalazin-1-one ClC=1C=CC=C2C=NNC(C12)=O